C1OCC12CN(C2)CCN 2-(2-oxa-6-azaspiro[3.3]heptan-6-yl)ethane-1-amine